azacyclotetradecan-6-one N1CCCCC(CCCCCCCC1)=O